COC1=C(OC2CN(C2)C(=O)C2=C(OC=3N=CN=C(C32)NC3(CC3)C)C)C=CC=C1 5-[3-(2-methoxyphenoxy)azetidine-1-carbonyl]-6-methyl-N-(1-methylcyclopropyl)furo[2,3-d]pyrimidin-4-amine